FC1(C=C(CC1)C(=O)OCC)F ethyl 3,3-difluorocyclopentene-1-carboxylate